6-(2-hydroxypropyl)-1,8-diazabicyclo[5.4.0]undec-7-ene OC(CC1CCCCN2CCCN=C12)C